((S)-3-(difluoromethyl)-9-methyl-8-oxo-3,4,7,15-tetraazatricyclo[12.3.1.02,6]octadeca-1(18),2(6),4,10,14,16-hexaen-13-yl)carbamate FC(N1C=2C=3C=CN=C(C(CC=C[C@@H](C(NC2C=N1)=O)C)NC([O-])=O)C3)F